3,6-bis(2,4-dimethoxyphenyl)-9H-fluoren-9-one COC1=C(C=CC(=C1)OC)C=1C=CC=2C(C3=CC=C(C=C3C2C1)C1=C(C=C(C=C1)OC)OC)=O